NC1=C(C=C(C=N1)NC(C(=O)N1[C@@H](CC[C@H](C1)C)C=1C=CC2=C(N=C(S2)CN(C)C)C1)=O)C |r| Racemic-N-(6-amino-5-methyl-3-pyridyl)-2-[(2S,5R)-2-[2-[(dimethylamino)methyl]-1,3-benzothiazol-5-yl]-5-methyl-1-piperidyl]-2-oxo-acetamide